O=S1(CCCC1)=O 1,1-dioxidotetrahydrothiophene